CC=1SC2=C(N1)C(=C(C=C2)[N+](=O)[O-])N2C[C@@H](CC2)NC(OC(C)(C)C)=O (R)-tert-Butyl 1-(2-methyl-5-nitrobenzo[d]thiazol-4-yl)pyrrolidin-3-ylcarbamate